BrC=1C(=NC(=NC1C)NC1CCC(CC1)(F)F)N1N=C(C(=C1C)Br)C 5-bromo-4-(4-bromo-3,5-dimethyl-1H-pyrazol-1-yl)-N-(4,4-difluorocyclohexyl)-6-methylpyrimidin-2-amine